CC(C)OCCCCCCCCCC1=C(C=CC=C1)O (2-propoxy)nonylphenol